2-(3-(5-(6-cyanopyridin-3-yl)-1,2,4-thiadiazol-3-yl)-6-oxo-pyridazin-1(6H)-yl)-N-ethyl-acetamide C(#N)C1=CC=C(C=N1)C1=NC(=NS1)C1=NN(C(C=C1)=O)CC(=O)NCC